diisobutyl-3,10-perylenedicarboxylate C(C(C)C)OC(=O)C=1C=CC=2C3=CC=C(C=4C=CC=C(C5=CC=CC1C52)C43)C(=O)OCC(C)C